(1S,2R)-2-((S)-5-Chloro-7-fluoro-8-((1-methyl-1H-1,2,3-triazol-4-yl)methoxy)-1-((6-oxo-5-azaspiro[2.4]heptan-5-yl)methyl)-1,2,3,4-tetrahydroisochinolin-2-carbonyl)-1-methylcyclohexan ClC1=C2CCN([C@@H](C2=C(C(=C1)F)OCC=1N=NN(C1)C)CN1CC2(CC2)CC1=O)C(=O)[C@H]1[C@H](CCCC1)C